NC1=C(C2=C(N=C(N=C2C2=C(C(=NC=C2)C)CN)C)N1C1=C(C(=CC=C1C)OC)C)C(=O)OC methyl 6-amino-4-(3-(aminomethyl)-2-methylpyridin-4-yl)-7-(3-methoxy-2,6-dimethylphenyl)-2-methyl-7H-pyrrolo[2,3-d]pyrimidine-5-carboxylate